NC=1C=2N(C3=CC(=CC=C3N1)C(=O)N([C@@H]1COC3=C1C=CC(=C3)NS(=O)(=O)C(F)(F)F)C)C=NC2 (S)-4-amino-N-methyl-N-(6-((trifluoromethyl)sulfonamido)-2,3-dihydrobenzofuran-3-yl)imidazo[1,5-a]quinoxaline-8-carboxamide